8-((S)-2,3-Dihydroxy-propoxy)-6,6-dimethyl-6H-benzo[b]naphtho[2,3-d]furan-11-one O[C@H](COC=1C=C2C(C3=C(C4=C(O3)C=CC=C4)C(C2=CC1)=O)(C)C)CO